2-Methyl-propane-2-sulfinic acid {2-[6-amino-8-(6-ethynyl-benzo[1,3]dioxol-5-ylsulfanyl)-purin-9-yl]-ethyl}-amide NC1=C2N=C(N(C2=NC=N1)CCNS(=O)C(C)(C)C)SC1=CC2=C(OCO2)C=C1C#C